ethyl (S)-3-(3-(1H-imidazol-1-yl)phenyl)-3-aminopropanoate N1(C=NC=C1)C=1C=C(C=CC1)[C@H](CC(=O)OCC)N